N1C2=C(C=C1)CCOC2=O 4,5-dihydropyrano[3,4-b]pyrrol-7(1H)-one